NC1=C(C=C(C=C1)C1=CC=C(C=C1)F)NC(C1=CC=C(C=C1)S(=O)(=N)C1=CNC(C=C1)=O)=O N-[2-amino-5-(4-fluorophenyl)phenyl]-4-[(6-oxo-1H-pyridin-3-yl)sulfonimidoyl]benzamide